CN1CCN(CC1)CCCOC=1C=C2C=CC(=CC2=CC1)C1=CC=C(C=C1)O 4-(6-(3-(4-methylpiperazin-1-yl)propoxy)naphthalen-2-yl)phenol